7-((6-fluoropyridin-2-yl)oxy)-5-methyl-3-(2-(piperazin-1-yl)ethyl)-3,5-dihydro-4H-pyridazino[4,5-b]indol-4-one FC1=CC=CC(=N1)OC=1C=CC=2C3=C(N(C2C1)C)C(N(N=C3)CCN3CCNCC3)=O